COC1=C(C=2CCCCC2C=C1)C(=O)NC1=CC=CC=C1 2-methoxy-N-phenyl-5,6,7,8-tetrahydronaphthalene-1-carboxamide